COC(=O)C=1N(N=NC1C1=C(C=C(C=C1)F)F)C 5-(2,4-difluorophenyl)-3-methyl-triazole-4-carboxylic acid methyl ester